C(C1=CC=CC=C1)OCC([C@H](C[C@H]1C(NCCC1)=O)NC(=O)C1N(CC2=CC=CC=C12)C(=O)C=1NC2=CC=CC(=C2C1)OC)=O N-((S)-4-(benzyloxy)-3-oxo-1-((S)-2-oxopiperidin-3-yl)butan-2-yl)-2-(4-methoxy-1H-indole-2-carbonyl)isoindoline-1-carboxamide